C1(CC1)S(=O)(=O)N1CC(N(CC1)CC1=CC=2N=C(N=C(C2S1)N1CCOCC1)N1C(=NC2=C1C=CC=C2)CC)=O 4-(cyclopropylsulfonyl)-1-((2-(2-ethyl-1H-benzimidazol-1-yl)-4-morpholinylthieno[3,2-d]pyrimidin-6-yl)methyl)piperazin-2-one